(trifluoromethyl)spiro[cyclobutane-1,3'-indoline]-7'-carboxylate FC(F)(F)OC(=O)C=1C=CC=C2C3(CNC12)CCC3